FC1=C(C=CC=C1C=1N=NN(C1)C)[NH-] (2-fluoro-3-(1-methyl-1H-1,2,3-triazol-4-yl)phenyl)amide